OCC=1N=NSC1C(=O)N[C@H](C(=O)NC=1C(N(C=CC1)CC(=O)NC1C2CC3CC(CC1C3)C2)=O)CCC(C(=O)NC)=O (S)-2-(4-(hydroxymethyl)-1,2,3-thiadiazole-5-carboxamido)-N1-(1-(2-(2-adamantylamino)-2-oxoethyl)-2-oxo-1,2-dihydropyridin-3-yl)-N6-methyl-5-oxohexanediamide